3-phenyl-3-(4-morpholinophenyl)-6-methoxy-7-(3-(2-hydroxycarbonyl-ethyl)carboxymethylene-piperidin-1-yl)-13,13-dimethyl-3H,13H-indeno[2',3':3,4]-naphtho[1,2-b]pyran C1(=CC=CC=C1)C1(C=CC2=C(O1)C=1C=C(C(=CC1C1=C2C(C2=CC=CC=C21)(C)C)N2C(C(CCC2)CCC(=O)O)=CC(=O)O)OC)C2=CC=C(C=C2)N2CCOCC2